ClCCCC1=C2C(=NC=3C=C4C(=CC13)OCO4)C4=CC1=C(C(N4C2)=O)COC([C@]1(O)CC)=O (S)-14-(3-chloropropyl)-7-ethyl-7-hydroxy-10,13-dihydro-11H-[1,3]dioxolo[4,5-g]pyrano[3',4':6,7]indolizino[1,2-b]quinolin-8,11(7H)-dione